3-(2-Hydroxy-3-methoxypropoxy)-1-(4-(5-(trifluoromethyl)pyrimidin-2-yl)piperazin-1-yl)propan-1-one OC(COCCC(=O)N1CCN(CC1)C1=NC=C(C=N1)C(F)(F)F)COC